BrC=1C=C(C=CC1Cl)C=1C2=C(N=CN1)C=NC=C2 4-(3-bromo-4-chlorophenyl)pyrido[3,4-d]Pyrimidine